C(C)SC=1C=C(C=NC1C1=COC2=CC(=CC=C2C1=O)C(F)(F)F)C1(CC1)C#N 1-[5-ethylsulfanyl-6-[4-oxo-7-(trifluoromethyl)chromen-3-yl]-3-pyridinyl]cyclopropane-carbonitrile